(Z)-5,6-difluoro-2-(hydroxyimino)-2,3-dihydro-1H-inden-1-one FC=1C=C2C/C(/C(C2=CC1F)=O)=N/O